C(C)(C)(C)OC(=O)N1CC(C1)C1=NC(=CC=C1)C=O 3-(6-formylpyridin-2-yl)azetidine-1-carboxylic acid tert-butyl ester